1-(4-methylphenyl)-2-phenylethane-1,2-dione CC1=CC=C(C=C1)C(C(=O)C1=CC=CC=C1)=O